ClC1=C(C=CC=C1)C1=C(C=CC(=C1)OC)S(=O)(=O)N1CCC(CC1)(C(=O)N[C@H](C)\C=C\C#N)F (R,E)-1-((2'-chloro-5-methoxy-[1,1'-biphenyl]-2-yl)sulfonyl)-N-(4-cyanobut-3-en-2-yl)-4-fluoropiperidine-4-carboxamide